3-[5-(2,2-Dimethylpropanoyl)-3-(trifluoromethyl)-6,7-dihydro-4H-pyrazolo[4,3-c]pyridin-1-yl]-N-(6-methoxy-3-pyridyl)benzamide CC(C(=O)N1CC2=C(CC1)N(N=C2C(F)(F)F)C=2C=C(C(=O)NC=1C=NC(=CC1)OC)C=CC2)(C)C